ON(CC1=CC=CC=C1)C(C1=CC=CC=C1)PC1=CC(=CC(=C1)C)C (((hydroxy)benzylamino)(phenyl)methyl)(3,5-xylyl)phosphine